O1CCN(CC1)C1=CC=C(C=C1)C1(C=CC2=C(O1)C=1C=CC(=CC1C1=C2C(C2=CC(=CC=C21)C2=CC=C(C=C2)C(F)(F)F)(CCC)CCC)OC)C2=CC=CC=C2 3-(4-morpholinophenyl)-3-phenyl-7-methoxy-11-(4-trifluoromethylphenyl)-13,13-di-n-propyl-3H,13H-indeno[2',3':3,4]naphtho[1,2-b]pyran